C12CN(CC(CC1)N2)C2=NN=C(S2)C=2C(=CC(=NC2)C2=CC=C1N2N=CC(=C1)C#N)NCC 7-[5-(5-{3,8-diazabicyclo[3.2.1]octan-3-yl}-1,3,4-thiadiazol-2-yl)-4-(ethylamino)pyridin-2-yl]pyrrolo[1,2-b]pyridazine-3-carbonitrile